N,N-di(2-ethoxyethyl)-N,N-dimethylammonium C(C)OCC[N+](C)(C)CCOCC